ClC=1C=C(N)C=CC1OC1=CC2=C(N(C=N2)C)C=C1 3-chloro-4-((1-methyl-1H-benzo[d]imidazol-5-yl)oxy)aniline